2-chloro-4-(chloromethyl)pyrimidine ClC1=NC=CC(=N1)CCl